FC(C1=CC=CC=2N1N=C(C2)[C@@H]2N(CCC1=C2N=CN1)C(=O)C=1OC(=NN1)C=1C=NN(C1C)C)F (R)-(4-(7-(difluoromethyl)pyrazolo[1,5-a]pyridin-2-yl)-6,7-dihydro-1H-imidazo[4,5-c]pyridin-5(4H)-yl)(5-(1,5-dimethyl-1H-pyrazol-4-yl)-1,3,4-oxadiazol-2-yl)methanone